((4-fluoro-4-(((trans-2-phenylcyclopropyl)amino)methyl)piperidin-1-yl)methyl)benzoic acid FC1(CCN(CC1)CC1=C(C(=O)O)C=CC=C1)CN[C@H]1[C@@H](C1)C1=CC=CC=C1